[Cl-].ClCC(C[N+](CCCCCCCCCCCCCCCCCC)(C)C)O 3-chloro-2-hydroxypropyl-dimethyloctadecyl-ammonium chloride